C(C)(=O)OCC1=C(C(=CC(=C1)Cl)SCC1=CC=CC=C1)OC 3-(benzylsulfanyl)-5-chloro-2-methoxybenzyl acetate